FC=1C=CC(=NC1)C(=O)NC 5-fluoro-N-methylpyridine-2-carboxamide